2-aminoethyl-dimethoxymethylsilane NCC[SiH2]C(OC)OC